5-(azetidin-3-yl)-2-(4-methoxyphenyl)-2,4-dihydro-3H-1,2,4-triazol-3-one N1CC(C1)C=1NC(N(N1)C1=CC=C(C=C1)OC)=O